(1R,5S,6s)-3-phenyl-3-azabicyclo[3.1.0]hexan-6-amine C1(=CC=CC=C1)N1C[C@@H]2C([C@@H]2C1)N